N-(5-((1s,3s)-3-methyl-1-(4-methyl-4H-1,2,4-triazol-3-yl)cyclobutyl)pyridin-3-yl)-7-(((1-methylcyclopropyl)amino)methyl)-1H-pyrrolo[3,2-b]pyridine-5-carboxamide CC1CC(C1)(C1=NN=CN1C)C=1C=C(C=NC1)NC(=O)C1=CC(=C2C(=N1)C=CN2)CNC2(CC2)C